3-(4-(1H-pyrazol-4-yl)phenyl)-8-acetyl-1-(5-fluoro-2-methylbenzyl)-1,3,8-triazaspiro[4.5]decan-2-one N1N=CC(=C1)C1=CC=C(C=C1)N1C(N(C2(C1)CCN(CC2)C(C)=O)CC2=C(C=CC(=C2)F)C)=O